5-(3-aminophenyl)-N-(2-(dimethylamino)ethyl)-2-(4-(trifluoromethyl)phenyl)Oxazole-4-carboxamide sodium 1,2,4-triazine-3-carboxylate N1=NC(=NC=C1)C(=O)[O-].[Na+].NC=1C=C(C=CC1)C1=C(N=C(O1)C1=CC=C(C=C1)C(F)(F)F)C(=O)NCCN(C)C